C1(=CC=CC=C1)C(CCN[C@@H](CC1=CC=CC=C1)C(=O)OC)OC1=CC=C(C=C1)C(F)(F)F methyl (3-phenyl-3-(4-(trifluoromethyl)phenoxy)propyl)-L-phenylalaninate